NC=1NC(C=2N(C(N(C2N1)[C@@H]1O[C@@H]([C@@H]([C@H]1O)O)CO)=O)CC#C)=O 2-amino-9-((2R,3R,4R,5R)-3,4-dihydroxy-5-(hydroxymethyl)tetrahydrofuran-2-yl)-7-(prop-2-yn-1-yl)-7,9-dihydro-1H-purine-6,8-dione